pyridinemethanal methyl-N-[2-[(1,4-dimethyl-5-phenyl-pyrazol-3-yl)oxylmethyl]phenyl]-N-methoxy-carbamate COC(N(OC)C1=C(C=CC=C1)COC1=NN(C(=C1C)C1=CC=CC=C1)C)=O.N1=C(C=CC=C1)C=O